C(C)(C)(C)OC(=O)N1[C@@H](COCC1)C=1C=C(C=C2CCN(CC12)C(=O)N1C(COCC1)(C)C)C=1C=C2C(=NC1)NC=C2C (R)-3-(2-(3,3-dimethylmorpholine-4-carbonyl)-6-(3-methyl-1H-pyrrolo[2,3-b]pyridin-5-yl)-1,2,3,4-tetrahydroisoquinolin-8-yl)morpholine-4-carboxylic acid tert-butyl ester